(S,6S)-N'-((1,2,3,5,6,7-hexahydro-s-indacen-4-yl)carbamoyl)-6-methyl-6,7-dihydro-5H-pyrazolo[5,1-b][1,3]oxazine-3-sulfonimidamide C1CCC2=C(C=3CCCC3C=C12)NC(=O)N=[S@@](=O)(N)C=1C=NN2C1OC[C@H](C2)C